((6aR,9R)-7-propyl-4,6,6a,7,8,9-hexahydroindolo[4,3-fg]quinolin-9-yl)((2S,4S)-2,4-dimethylazetidin-1-yl)methanone C(CC)N1C[C@@H](C=C2C3=C4C(C[C@@H]12)=CNC4=CC=C3)C(=O)N3[C@H](C[C@@H]3C)C